FC1=C(CNC(=O)C2CC2)C=CC=C1OC1=NC=CC=C1C1=NC(=NC=C1)N[C@@H]1CNCCC1 (S)-N-(2-fluoro-3-((3-(2-(piperidin-3-ylamino)pyrimidin-4-yl)pyridin-2-yl)oxy)benzyl)cyclopropanecarboxamide